Trifluoro-thioxanthene FC=1C(=C(C=2CC3=CC=CC=C3SC2C1)F)F